O1C(=NC2=C1C=CC=C2)C=2SC(=CC2)C=2OC1=C(N2)C=CC=C1 2,5-Bis(benzoxazol-2-yl)thiophen